FC1=CC=C(C=C1)N1N=CC2=CC(=C(C=C12)C)C12C(CNC1)CC(C2)(C2=CC=CC=C2)OC 1-(4-fluorophenyl)-5-(5-methoxy-5-phenylhexahydrocyclopenta[c]pyrrol-3a(1H)-yl)-6-methyl-1H-indazole